benzyl [(1R,3R,4S)-3-hydroxy-4-(methylamino)cyclopentyl]carbamate O[C@@H]1C[C@@H](C[C@@H]1NC)NC(OCC1=CC=CC=C1)=O